CC=1NC(NN1)=S 5-methyl-2H-1,2,4-triazole-3(4H)-thione